4-((2R,4r,6S)-2-cyano-7-((5-cyano-7-methyl-1H-indol-4-yl)methyl)-7-azaspiro[3.5]nonan-6-yl)-N-(oxetan-3-ylmethyl)benzamide C(#N)C1CC2(C1)C[C@H](N(CC2)CC2=C1C=CNC1=C(C=C2C#N)C)C2=CC=C(C(=O)NCC1COC1)C=C2